N-{3-methyl-4-[(1-methyl-1,3-benzodiazol-5-yl)oxy]phenyl}-6-(piperazin-1-yl)pyrido[3,4-d]pyrimidin-4-amine CC=1C=C(C=CC1OC1=CC2=C(N(C=N2)C)C=C1)NC=1C2=C(N=CN1)C=NC(=C2)N2CCNCC2